4-(((2-methoxy-phenyl)sulfonyl)methyl)-N-(pyridin-4-yl)piperidine-1-carboxamide COC1=C(C=CC=C1)S(=O)(=O)CC1CCN(CC1)C(=O)NC1=CC=NC=C1